The molecule is a long-chain fatty acid ethyl ester resulting from the formal condensation of the carboxy group of (13Z)-docosenoic acid with the hydroxy group of ethanol. It derives from an erucic acid. CCCCCCCC/C=C\\CCCCCCCCCCCC(=O)OCC